Cl.Cl.N(=NC(C(=N)NCC1=CC=CC=C1)(C)C)C(C(=N)NCC1=CC=CC=C1)(C)C 2,2'-azobis[2-methyl-N-(Phenylmethyl)propionamidine] dihydrochloride